CC(=CCNC1=C2C(=NC=N1)N(C=N2)[C@H]3[C@@H]([C@@H]([C@H](O3)COP(=O)([O-])[O-])O)O)C The molecule is dianion of N(6)-(dimethylallyl)adenosine 5'-phosphate arising from deprotonation of both OH groups of the phosphate. It is a conjugate base of a N(6)-(dimethylallyl)adenosine 5'-monophosphate.